N1CCC2=CC(=CC=C12)C(=O)[O-] indoline-5-carboxylate